ONC(/C=C/C1=C(C=CC=C1)NC(=O)C=1N(C2=CC=CC=C2C1)CCC)=O (E)-N-(2-(3-(hydroxyamino)-3-oxoprop-1-en-1-yl)phenyl)-1-propyl-1H-indole-2-carboxamide